1-amino-2-cyano-3-[[ethyl-(methyl)sulfamoyl]amino]benzene NC1=C(C(=CC=C1)NS(N(C)CC)(=O)=O)C#N